2-((1r,4r,5s)-2-acetyl-2-azabicyclo[2.2.1]heptan-5-yl)-N-(5-chloro-4-(5,5-dimethyl-5,6-dihydro-4H-pyrrolo[1,2-b]pyrazol-3-yl)pyridin-2-yl)acetamide C(C)(=O)N1[C@@H]2C[C@H]([C@H](C1)C2)CC(=O)NC2=NC=C(C(=C2)C2=C1N(N=C2)CC(C1)(C)C)Cl